C(C(=C)C)(=O)OCCOC(NCCOC(C(=C)C)=O)=O N-(2-methacryloyloxyethyl)carbamic acid-(2-methacryloyloxyethyl) ester